O1COC2=C1C=CC(=C2)OCCCN2CC1=C(CC2)C2=C(O1)C(=CC=C2)OCC 2-(3-(benzo[d][1,3]dioxol-5-yloxy)propyl)-8-ethoxy-1,2,3,4-tetrahydrobenzofuro[2,3-c]pyridine